ClC1=C(C=CC=C1)[C@H]1N(CCC1)C=1N=C(C(=NC1)C(=O)N[C@H](C)\C=C\S(=O)(=O)C)F ((S)-2-(2-Chlorophenyl)pyrrolidin-1-yl)-3-fluoro-N-((R,E)-4-(methylsulfonyl)but-3-en-2-yl)pyrazine-2-carboxamide